3-(furan-3-yl)-2-(pyridin-3-yl)-1H-inden-1-one O1C=C(C=C1)C1=C(C(C2=CC=CC=C12)=O)C=1C=NC=CC1